BrC=1C=C2C(=C(N(C2=CC1)C1CC(C1)C(=O)N)C=1C(=NC=CC1)[C@H](C)OC)CC(CO[Si](C1=CC=CC=C1)(C1=CC=CC=C1)C(C)(C)C)(C)C (S)-3-(5-bromo-3-(3-((tert-butyldiphenylsilyl)oxy)-2,2-dimethylpropyl)-2-(2-(1-methoxyethyl)pyridin-3-yl)-1H-indol-1-yl)cyclobutane-1-carboxamide